FC(C1CC=C(CC1)B(O)O)(F)F (4-(trifluoromethyl)cyclohex-1-en-1-yl)boronic acid